2,4-dichloro-pyrrolopyrimidine ClC=1NC=2C(=C(N1)Cl)N=CC2